5-((1s,4s)-4-methoxycyclohexyl)-4-((E)-phenyldiazenyl)-1H-pyrazole-3-carboxylic acid ethyl ester C(C)OC(=O)C1=NNC(=C1\N=N\C1=CC=CC=C1)C1CCC(CC1)OC